ClC1=CC(=C(C=N1)C#CCCO)N1CCC(CC1)(C)CO 4-(6-chloro-4-(4-(hydroxymethyl)-4-methyl-1-piperidinyl)-3-pyridinyl)but-3-yn-1-ol